9-ethyl-6,6-dimethyl-8-[4-(morpholin-4-yl)-piperidin-1-yl]-11-oxo-6,11-dihydro-5H-benzo[b]carbazole-3-carbonitrile monohydrochloride Cl.C(C)C1=CC2=C(C(C=3NC4=CC(=CC=C4C3C2=O)C#N)(C)C)C=C1N1CCC(CC1)N1CCOCC1